C(C)(=O)NC(C(=O)O)CC=1N=CNC1 2-acetamido-3-(1H-imidazol-4-yl)propionic acid